(5-(cyclopropylmethyl)-4,5,6,7-tetrahydro-1H-pyrazolo[4,3-c]pyridin-3-yl)(4-(3-fluoro-2-(trifluoromethyl)phenyl)piperidin-1-yl)methanone C1(CC1)CN1CC2=C(CC1)NN=C2C(=O)N2CCC(CC2)C2=C(C(=CC=C2)F)C(F)(F)F